5-(3',4'-dihydroxyphenyl)-valeric acid OC=1C=C(C=CC1O)CCCCC(=O)O